N-Phenylacetylglutamine C1(=CC=CC=C1)CC(=O)N[C@@H](CCC(N)=O)C(=O)O